(1S)-1-(1H-indazol-5-yl)ethane-1-amine hydrochloride Cl.N1N=CC2=CC(=CC=C12)[C@H](C)N